ClC=1C=C(NC2(CCC3(C(CC4=CC=CC=C34)CCCOC3=CC(=NC=C3)C)CC2)C(=O)O)C=CC1 (1r,4r)-4-(3-Chloroanilino)-2'-{3-[(2-methylpyridin-4-yl)oxy]propyl}-2',3'-dihydrospiro[cyclohexane-1,1'-indene]-4-carboxylic acid